2,3-dihydroxy-6-nitro-7-sulphamoyl-benzo(F)quinoxaline OC=1C(=NC=2C=C(C3=C(C2N1)C=CC=C3S(N)(=O)=O)[N+](=O)[O-])O